C(O)(O)=O.C(C)C#CCC 1,2-diethyl vinylene carbonate